N-(4-hydroxyphenyl)-2-methyl-N-phenyl-1H-pyrrole-3-carboxamide OC1=CC=C(C=C1)N(C(=O)C1=C(NC=C1)C)C1=CC=CC=C1